BrC=1C(=CC=C2C(=C(NC12)C(=O)OCC)CCCBr)Cl ethyl 7-bromo-3-(3-bromopropyl)-6-chloro-1H-indole-2-carboxylate